di(2-methylhexyl) maleate C(\C=C/C(=O)OCC(CCCC)C)(=O)OCC(CCCC)C